2-furanformyl chloride O1C(=CC=C1)C(=O)Cl